CS(=O)(=O)C(C)(C)C=1C=2N(N=C(C1)N1[C@@H](COCC1)C)C=NC2 (3R)-4-[4-(2-methanesulfonylpropan-2-yl)imidazo[1,5-b]pyridazin-2-yl]-3-methylmorpholine